(3-Fluorobicyclo[1.1.1]pentan-1-yl)hydrazine FC12CC(C1)(C2)NN